1-[2-(2-chlorophenyl)-3-(4-chlorophenyl)-5,6,7,8-tetrahydrooxepino[3,2-c]pyrazol-8-yl]-3-methyl-urea ClC1=C(C=CC=C1)N1N=C2C(=C1C1=CC=C(C=C1)Cl)OCCCC2NC(=O)NC